(S)-2-((4-(3-((4-cyano-2-fluorobenzyl)oxy)-4-cyclopropyl-1H-pyrazol-1-yl)piperidin-1-yl)methyl)-1-(oxetan-2-ylmethyl)-1H-benzo[d]imidazole-6-carboxylic acid methyl ester COC(=O)C=1C=CC2=C(N(C(=N2)CN2CCC(CC2)N2N=C(C(=C2)C2CC2)OCC2=C(C=C(C=C2)C#N)F)C[C@H]2OCC2)C1